5-(tert-butoxy)-5-oxo-4-(4,7,10-tris(2-(tert-butoxy)-2-oxoethyl)-1,4,7,10-tetraazacyclododecane-1-yl)pentanoic acid C(C)(C)(C)OC(C(CCC(=O)O)N1CCN(CCN(CCN(CC1)CC(OC(C)(C)C)=O)CC(OC(C)(C)C)=O)CC(=O)OC(C)(C)C)=O